C(#N)C1=C(N=C(S1)N(C1=C(N=C2N1C=C(C=C2)C=2C=NC(=NC2)N2CCC(CC2)NC2CCN(CC2)C(=O)OC(C)(C)C)CC)C)C2=CC=C(C=C2)F tert-butyl 4-((1-(5-(3-((5-cyano-4-(4-fluorophenyl)thiazol-2-yl)(methyl)amino)-2-ethylimidazo[1,2-a]pyridin-6-yl)pyrimidin-2-yl)piperidin-4-yl)amino)piperidine-1-carboxylate